FC(C(=O)O)(F)F.FC(C(=O)O)(F)F.FC(C(=O)O)(F)F.C1(CC1)CCN(C1=C2CN(C(C2=CC=C1)=O)C1C(NC(CC1)=O)=O)C1CCC(CC1)N1CCC(CC1)(F)F 3-(4-((2-cyclopropylethyl)((1s,4s)-4-(4,4-difluoropiperidin-1-yl)cyclohexyl)amino)-1-oxoisoindolin-2-yl)piperidine-2,6-dione tris(2,2,2-trifluoroacetate)